4-benzyloxy-2-[5-chloro-2-methyl-4-(3-methyl-3-bicyclo[3.1.0]hexanyl)phenyl]-1,6-naphthyridine-5-carbonitrile C(C1=CC=CC=C1)OC1=CC(=NC=2C=CN=C(C12)C#N)C1=C(C=C(C(=C1)Cl)C1(CC2CC2C1)C)C